CN1N=C(C=C1C)B1OC(C(O1)(C)C)(C)C 1,5-dimethyl-3-(tetramethyl-1,3,2-dioxaborolan-2-yl)-1H-pyrazole